C(C)(C)(C)OC(=O)N1C=CC2=CC=C(C=C12)CN1N=NC(=C1)C=1C=2N(C=C(C1)OC)C=NC2 6-[[4-(6-methoxyimidazo[1,5-a]pyridin-8-yl)triazol-1-yl]methyl]indole-1-carboxylic acid tert-butyl ester